2-(2-Methylpropyl)-5-(4-phenylbuta-1,3-dienyl)benzene-1,3-diol CC(CC1=C(C=C(C=C1O)C=CC=CC1=CC=CC=C1)O)C